tert-butyl 4-[2,8-dimethyl-4-({(1R)-1-[2-methyl-3-(trifluoromethyl)phenyl]ethyl}amino)pyrido[3,4-d]pyrimidin-6-yl]-4-oxo-1,4lambda5-azaphosphinane-1-carboxylate CC=1N=C(C2=C(N1)C(=NC(=C2)P2(CCN(CC2)C(=O)OC(C)(C)C)=O)C)N[C@H](C)C2=C(C(=CC=C2)C(F)(F)F)C